C(C)(C)(C)OC(=O)N1C[C@@H](CCC1)NC=1N=NC(=C(C1)C(F)(F)F)Cl (R)-3-((6-chloro-5-trifluoromethylpyridazin-3-yl)amino)piperidine-1-carboxylic acid tert-butyl ester